NC=1C=C(C=CC1)C1=C(C(=C(C=C1)S(=O)(=O)CCNC(OC(C)(C)C)=O)S(N(CC1=CC=C(C=C1)OC)CC1=CC=C(C=C1)OC)(=O)=O)C=1N=NN(N1)CC1=CC=C(C=C1)OC tert-butyl (2-((3'-amino-3-(N,N-bis(4-methoxybenzyl)sulfamoyl)-2-(2-(4-methoxybenzyl)-2H-tetrazol-5-yl)-[1,1'-biphenyl]-4-yl)sulfonyl)ethyl)carbamate